ClC=1C=CC2=C(N(CC(O2)C(=O)NC23CC(C2)(C3)NC(COC3=CC(=C(C=C3)Cl)F)=O)C(C3=CC=C(C=C3)OC(F)(F)F)=O)C1 6-chloro-N-{3-[2-(4-chloro-3-fluorophenoxy)acetamido]bicyclo[1.1.1]pentan-1-yl}-4-[4-(trifluoromethoxy)benzoyl]-3,4-dihydro-2H-1,4-benzoxazine-2-carboxamide